C(C)(=O)O[C@@H](C(=O)O)C (2R)-2-acetoxypropionic acid